FC1=C(C=CC(=C1)F)C1=CC(=NO1)C(=O)N1CC2=CC=CC=C2C(C1)C=1C=NN(C1C)C [5-(2,4-difluorophenyl)isoxazol-3-yl]-[4-(1,5-dimethylpyrazol-4-yl)-3,4-dihydro-1H-isoquinolin-2-yl]methanone